tert-butyl 7-(4-bromo-2,6-dimethyl-phenyl)-6,8-dioxo-2-azaspiro[3.5]nonane-2-carboxylate BrC1=CC(=C(C(=C1)C)C1C(CC2(CN(C2)C(=O)OC(C)(C)C)CC1=O)=O)C